S(=O)(=O)(O)[O-].C(C(=C)C)(=O)NCC[N+](C)(C)C [2-(methacrylamido)ethyl]trimethylammonium hydrogen sulfate